BrC1=NC=C(C=C1F)Br 2,5-dibromo-3-fluoropyridine